Ethyl 3-((S)-1-amino-3-methylbutyl)-4,5-dihydroisoxazole-5-carboxylate hydrochloride Cl.N[C@@H](CC(C)C)C1=NOC(C1)C(=O)OCC